C(CCCCCCCCCCCCCCC)OC=1C=C(C=C(C1)OCCCCCCCCCCCCCCCC)CO (3,5-Bis(hexadecyloxy)phenyl)methanol